C1(CC1)C=1C=C(C=2N(C1)C=C(N2)C(C)OC=2C=C(N=NC2)NC(=O)[C@@H]2[C@H](C2)C2=NC=CC(=N2)C)N2C(NC(C2)=O)=O (1S,2S)-N-(5-(1-(6-cyclopropyl-8-(2,4-dioxoimidazolidin-1-yl)imidazo[1,2-a]pyridin-2-yl)ethoxy)pyridazin-3-yl)-2-(4-methylpyrimidin-2-yl)cyclopropane-1-carboxamide